C(C)(C)(C)OC(CN1C(C2=C(CC1)SC(=C2)C2=NC(=NC=C2)SC)=O)=O 2-(2-(2-(methylthio)pyrimidin-4-yl)-4-oxo-6,7-dihydrothieno[3,2-c]pyridin-5(4H)-yl)acetic acid tert-butyl ester